C(#N)C1=C(C=C(OC2CCC(CC2)NC(=O)C=2N=NC(=CC2)N2CCC(CC2)N2CCN(CC2)C2=C(C=C(C=C2)NC2C(NC(CC2)=O)=O)F)C=C1)OC N-((1r,4r)-4-(4-cyano-3-methoxyphenoxy)cyclohexyl)-6-(4-(4-(4-((2,6-dioxopiperidin-3-yl)amino)-2-fluorophenyl)Piperazine-1-yl)piperidin-1-yl)pyridazine-3-carboxamide